BrCC1(COC(OC1)CN1N=CC(=C1)C1=NC2=C(C(=CC=C2N=C1)OC=1C=CC2=C(NC(=N2)C)C1)Cl)CO (5-(Bromomethyl)-2-((4-(8-chloro-7-((2-methyl-1H-benzo[d]imidazol-6-yl)oxy)quinoxalin-2-yl)-1H-pyrazol-1-yl)methyl)-1,3-dioxan-5-yl)methanol